N-(4-(1-(propylsulfonyl)-2,5-dihydro-1H-pyrrol-3-yl)-1H-pyrrolo[2,3-b]pyridin-6-yl)cyclopropylcarboxamide C(CC)S(=O)(=O)N1CC(=CC1)C1=C2C(=NC(=C1)NC(=O)C1CC1)NC=C2